CCCC\C=C\CCCCC (E)-5-undecene